2-bromo-5-fluoro-3-(methylthio)pyridine BrC1=NC=C(C=C1SC)F